O.O.C(CCCCCCCCCCCCCCCCC)(=O)[O-].[Mg+2].NC1=C(C=C2COCC2=C1)CO.C(CCCCCCCCCCCCCCCCC)(=O)[O-] (6-amino-1,3-dihydroisobenzofuran-5-yl)methanol magnesium STEARATE DIHYDRATE